5-benzyloxy-4-ethylsulfanyl-2-[(4-methoxyphenyl)methoxy]Pyridine C(C1=CC=CC=C1)OC=1C(=CC(=NC1)OCC1=CC=C(C=C1)OC)SCC